C(C1=CC=CC=C1)OC([C@@H](CC1=CC=C(C=C1)N1CCC(CC1)(F)F)O)=O (2R)-3-[4-(4,4-difluoropiperidin-1-yl)phenyl]-2-hydroxypropionic acid benzyl ester